(S)-4-(5-amino-6-oxo-1,6-dihydropyrimidin-2-yl)-3-((S)-sec-butyl)-1,3,4,5-tetrahydro-2H-benzo[e][1,4]diazepin-2-one NC1=CN=C(NC1=O)N1[C@H](C(NC2=C(C1)C=CC=C2)=O)[C@@H](C)CC